OC(CC1=CNC(O1)=S)CNC1=CC=C(C=C1)C 5-(2-hydroxy-3-p-tolylaminopropyl)-1,3-oxazol-2(3H)-thione